C(=C)S(=O)(=O)N1CCN(CC1)CC1=CC=C(C=C1)OC(F)(F)F 1-(ethenesulfonyl)-4-{[4-(trifluoromethoxy)phenyl]Methyl}piperazine